C(C)(C)OC(N[C@@H]1CC[C@H](CC1)C=1SC(=CN1)C1=C(C=C(C=C1)NC=1SC(=NN1)C(C)C)S(NCC)(=O)=O)=O.C(#N)CCOCCOCCC#N 1,2-bis(cyanoethoxy)Ethane isopropyl-trans-N-[4-[5-[2-(ethylsulfamoyl)-4-[(5-isopropyl-1,3,4-thiadiazol-2-yl)amino]phenyl]thiazol-2-yl]cyclohexyl]carbamate